F[C@H]1CN(CC[C@H]1N(C(O)=O)C1=CC=C(C=C1)OC(F)(F)F)C(C(C)C)=O.C(C)(C)(C)C=1C(=C(C=C(C1)CCC(=O)OC)N1N=C2C(=N1)C=CC=C2)O 2-[3'-tert-butyl-5'-(2-methoxycarbonylethyl)-2'-hydroxyphenyl]-2H-benzotriazole (3S,4R)-3-fluoro-1-isobutyrylpiperidin-4-yl-(4-(trifluoromethoxy)phenyl)carbamate